C(=O)O.NC1CCC(CC1)NC1=NC2=C(C=C(C=C2C=N1)C=1C=CC(=NC1C)NS(=O)(=O)C1=C(C=CC=C1)Cl)CC N-(5-(2-(((1r,4r)-4-aminocyclohexyl)amino)-8-ethylquinazolin-6-yl)-6-methylpyridin-2-yl)-2-chlorobenzenesulfonamide, formate salt